C12(CC3CC(CC(C1)C3)C2)COCCCCCN2[C@@H]([C@H]([C@@H]([C@H](C2)O)O)O)CO (2r,3r,4r,5s)-1-(5-((3r,7r)-adamantan-1-ylmethoxy)pentyl)-2-(hydroxymethyl)piperidine-3,4,5-triol